ClC1=C2C=CN(C2=CC=C1Cl)C 4,5-dichloro-1-methyl-1H-indol